C(C)(C)(C)OC(=O)N1CC2C(C1)CCC2 hexahydrocyclopenta[c]Pyrrole-2(1H)-carboxylic acid tert-butyl ester